2-(3H-pyrrol-2-yl)pyridine N1=C(CC=C1)C1=NC=CC=C1